O=C1NC(CCC1OC1=CC(=C(C=C1)C1CCN(CC1)C(=O)OC(C)(C)C)OS(=O)(=O)F)=O tert-butyl 4-[4-[(2,6-dioxo-3-piperidyl)oxy]-2-fluorosulfonyloxy-phenyl]piperidine-1-carboxylate